FC(C1=NN=C(S1)N1C(N(C2=C1C=C(C=C2N2CCN(CC2)C(=O)OC(C)(C)C)S(=O)(=O)F)CC)=O)F tert-butyl 4-[1-[5-(difluoromethyl)-1,3,4-thiadiazol-2-yl]-3-ethyl-6-fluorosulfonyl-2-oxo-benzimidazol-4-yl]piperazine-1-carboxylate